(R)-N-(5-(5-ethyl-1,2,4-oxadiazol-3-yl)-4-fluoro-2,3-dihydro-1H-inden-1-yl)-1-methyl-1H-pyrazole-4-carboxamide C(C)C1=NC(=NO1)C=1C(=C2CC[C@H](C2=CC1)NC(=O)C=1C=NN(C1)C)F